4-((2,4-dioxo-3-(2-(pyridin-4-yl)ethyl)-3,4-dihydroquinazolin-1(2H)-yl)methyl)-N-hydroxybenzoamide O=C1N(C2=CC=CC=C2C(N1CCC1=CC=NC=C1)=O)CC1=CC=C(C(=O)NO)C=C1